C(C)(=O)C1=NN(C2=C(C=C(C=C12)C=1C=NC(=NC1)C)C)CC(=O)N1[C@@H]2C[C@@]2(C[C@H]1C(=O)NCC=1C=NC=CC1)C (1R,3S,5R)-2-(2-(3-acetyl-7-methyl-5-(2-methylpyrimidin-5-yl)-1H-indazol-1-yl)acetyl)-5-methyl-N-(pyridin-3-ylmethyl)-2-azabicyclo[3.1.0]hexane-3-carboxamide